1-PHENYL-2-PHENYLETHANE C1(=CC=CC=C1)CCC1=CC=CC=C1